NC1=NC=CC(=N1)N1C=C(C=2C(NCCC21)=O)NC2=C(C(=CC=C2)F)SC (2-aminopyrimidin-4-yl)-3-[[3-fluoro-2-(methylsulfanyl)phenyl]amino]-1H,5H,6H,7H-pyrrolo[3,2-c]pyridin-4-one